1,3-dimethyl-5-phenoxybenzene CC1=CC(=CC(=C1)OC1=CC=CC=C1)C